C(#N)C1=CC=C(C=N1)CNC(=O)C=1C(=C2C=CC(=NC2=CN1)NCC1=CC=C(C=C1)OC)O N-((6-cyanopyridin-3-yl)methyl)-5-hydroxy-2-((4-methoxybenzyl)amino)-1,7-naphthyridine-6-carboxamide